NC1=C(C2=C(S1)CC1(CCCC1)CC2=O)C(=O)N 2-Amino-4-oxo-4,7-dihydro-5H-spiro[benzo[b]thiophene-6,1'-cyclopentane]-3-carboxamide